ethyl-2-methylbutyrate (Ethyl-2-methyl butanoate) C(C)C(C(=O)O)(CC)C.C(C)OC(C(CC)C)=O